C(C)(C)(C)OC(=O)N1C(CN(C(C1)Cl)F)C1=C(C=CC=C1)CNNS(=O)(=O)C1=CC=C(C)C=C1 5-chloro-4-fluoro-2-(((2-tosylhydrazino)methyl)phenyl)piperazine-1-carboxylic acid tert-butyl ester